4-(aminomethyl)-5-methyl-6-(3-phenoxybenzyl)-2-propylpyridin-3-ol NCC1=C(C(=NC(=C1C)CC1=CC(=CC=C1)OC1=CC=CC=C1)CCC)O